(S)-8-chloro-4-((3-chloro-4-fluorophenyl)amino)-6-(((1-(2-(2-hydroxyethoxy)ethyl)-1H-1,2,3-triazol-4-yl)(pyridin-3-yl)methyl)amino)quinoline-3-carbonitrile ClC=1C=C(C=C2C(=C(C=NC12)C#N)NC1=CC(=C(C=C1)F)Cl)N[C@@H](C=1C=NC=CC1)C=1N=NN(C1)CCOCCO